2,4,5-trifluoro-benzyl cyanide FC1=C(CC#N)C=C(C(=C1)F)F